N-[(2S)-2-[(6-bromopyridin-2-yl)oxy]propyl]carboxamide BrC1=CC=CC(=N1)O[C@H](CNC=O)C